N-methyl-triazole CN1N=NC=C1